2-fluorobenzenecarbonitrile HCl salt Cl.FC1=C(C=CC=C1)C#N